1-(Methyl-d3)-5-((8-(trifluoromethyl)quinolin-2-yl)amino)dispiro[pyrrolo[2,3-c]pyridine-3,1'-cyclohexane-4',2''-[1,3]dioxolan]-2(1H)-one C(N1C(C2(CCC3(OCCO3)CC2)C=2C1=CN=C(C2)NC2=NC1=C(C=CC=C1C=C2)C(F)(F)F)=O)([2H])([2H])[2H]